(10As)-3-tert-butyl-6,6,9-trimethyl-7,10,10a,11-tetrahydro-6aH-benzo[c][1]benzoxepin-1-ol C(C)(C)(C)C=1C=C2C(C[C@H]3C(C(O2)(C)C)CC=C(C3)C)=C(C1)O